O1N=CCCCC1 4,5,6,7-tetrahydro-1,2-oxaazepine